N-(methyl(oxo)(thiazol-2-yl)-λ6-sulfaneylidene)-2-(4-(5-(trifluoromethyl)-1,2,4-oxadiazol-3-yl)phenyl)acetamide CS(=NC(CC1=CC=C(C=C1)C1=NOC(=N1)C(F)(F)F)=O)(C=1SC=CN1)=O